1-(4-fluorophenyl)-4-methyl-6-oxo-1,6-dihydropyridazine-3-carboxylic acid FC1=CC=C(C=C1)N1N=C(C(=CC1=O)C)C(=O)O